C(C)(C)(C)OC(=O)N1CC=2N(CC1)C(=NC2C=2C(=NC=CC2)C(C)C)C(F)(F)F 1-(2-isopropylpyridin-3-yl)-3-(trifluoromethyl)-5,6-dihydroimidazo[1,5-a]pyrazine-7(8H)-carboxylic acid tert-butyl ester